C1(CC1)C1=C(C(=NO1)C=1C=NC=CC1C(F)(F)F)C1=CC2(C1)CCN(CC2)C=2C=C1C=CC(=NC1=CC2)C(=O)O 6-(2-(5-cyclopropyl-3-(4-(trifluoromethyl)pyridin-3-yl)isoxazol-4-yl)-7-azaspiro[3.5]non-1-en-7-yl)quinoline-2-carboxylic acid